C(C1=CC=CC=C1)OC1=C2C(=CNC2=C(C=C1)Br)C=O 4-(benzyloxy)-7-bromoindole-3-carbaldehyde